N-[[(3aR,5s,6aS)-2-(tetrahydropyran-3-ylmethyl)-3,3a,4,5,6,6a-hexahydro-1H-cyclopenta[c]pyrrol-5-yl]methyl]-6-(2,4-dimethylpyrazol-3-yl)pyridazin-3-amine O1CC(CCC1)CN1C[C@@H]2[C@H](C1)CC(C2)CNC=2N=NC(=CC2)C=2N(N=CC2C)C